C1(=CC=CC2=CC=CC=C12)C1=C(C=2CC3=CC=CC=C3C2C=C1)C1=CC=CC2=CC=CC=C12 bisnaphthyl-fluorene